N1N=NC=C1 azadiazole